(1-(1-(4-Fluorophenyl)-6-methyl-1H-indazol-5-yl)-3-azabicyclo[3.1.0]hexane-6-yl)methanol FC1=CC=C(C=C1)N1N=CC2=CC(=C(C=C12)C)C12CNCC2C1CO